D-phenylalanine methyl ester HCl Cl.COC([C@H](N)CC1=CC=CC=C1)=O